F[P-](F)(F)(F)(F)F.Br[P+](N1CCCC1)(N1CCCC1)N1CCCC1 bromotri(pyrrolidino)phosphonium hexafluorophosphate